N-cyclopropyl-3-{1-[7-methoxy-6-(2-methylpropane-2-sulfonyl)imidazo[1,2-a]pyridin-3-yl]-1H-pyrazol-4-yl}-4-methylbenzamide C1(CC1)NC(C1=CC(=C(C=C1)C)C=1C=NN(C1)C1=CN=C2N1C=C(C(=C2)OC)S(=O)(=O)C(C)(C)C)=O